(Z)-2-methoxyimino-3-oxo-butyric acid ethyl ester C(C)OC(\C(\C(C)=O)=N/OC)=O